1-benzyl-N-((2R,3S)-2,5-dimethyl-4-oxo-2,3,4,5-tetrahydropyrido[3,2-b][1,4]oxazepin-3-yl)-1H-imidazole-4-carboxamide C(C1=CC=CC=C1)N1C=NC(=C1)C(=O)N[C@@H]1C(N(C2=C(O[C@@H]1C)C=CC=N2)C)=O